[C@@H]12CNC[C@H]2N(C1)C(=O)OC(C)(C)C (1R,5S)-tertbutyl 3,6-diazabicyclo[3.2.0]heptane-6-carboxylate